(3-isopropyl-2,3,4,5-tetrahydro-1H-benzo[d]azepin-7-yl)-N4-(2-(6-methylpyridin-2-yl)pyrimidin-4-yl)pyrimidine-2,4-diamine C(C)(C)N1CCC2=C(CC1)C=C(C=C2)C=2C(=NC(=NC2)N)NC2=NC(=NC=C2)C2=NC(=CC=C2)C